N-(2-aminoethyl)-2-((2-(2,6-dioxopiperidin-3-yl)-1,3-dioxoisoquinolin-4-yl)oxy)acetamide NCCNC(COC1C(N(C(C2=CC=CC=C12)=O)C1C(NC(CC1)=O)=O)=O)=O